2-methyl-4-(1-(4-(perfluoroethoxy)phenyl)-1H-1,2,4-triazol-3-yl)aniline tert-butyl-(2S,4S)-4-((tert-butyldimethylsilyl)oxy)-2-((difluoromethoxy)methyl)pyrrolidine-1-carboxylate C(C)(C)(C)OC(=O)N1[C@@H](C[C@@H](C1)O[Si](C)(C)C(C)(C)C)COC(F)F.CC1=C(N)C=CC(=C1)C1=NN(C=N1)C1=CC=C(C=C1)OC(C(F)(F)F)(F)F